ClC1=C(C=CC(=C1)Cl)C1=C(C2=C(C=3C=CNC3C=C2)CCC1)C1=CC=C(C=C1)CC1CN(C1)CCCF 7-(2,4-dichlorophenyl)-6-(4-((1-(3-fluoropropyl)azetidin-3-yl)methyl)phenyl)-3,8,9,10-tetrahydrocyclohepta[e]indole